N-((5-chloro-6-((3-methylisoxazol-5-yl)methoxy)-1H-indol-2-yl)methyl)-2-(difluoromethyl)azetidine-1-carboxamide ClC=1C=C2C=C(NC2=CC1OCC1=CC(=NO1)C)CNC(=O)N1C(CC1)C(F)F